CN1C=NC2=C(C1=O)N=CN=C2 3-methyl-pyrimido[5,4-d]pyrimidin-4-one